3-cyclopentanecarboxylic anhydride C1CC(CC1)C(=O)OC(=O)C1CCCC1